amino-1,3-dimethylpyrazole NC=1C(=NN(C1)C)C